(isoxazol-3-ylmethyl)-1H-benzo[d]imidazole-6-carboxylic acid O1N=C(C=C1)CN1C=NC2=C1C=C(C=C2)C(=O)O